FC(C1=CC=C(C=C1)C1(CCNCC1)NS(=O)(=O)C1=CC=C(C=C1)OC(F)(F)F)F N-(4-(4-(difluoromethyl)phenyl)piperidin-4-yl)-4-(trifluoromethoxy)benzenesulfonamide